4-(3-chloro-4-methoxyphenyl)-4-carbonylbutyric acid ClC=1C=C(C=CC1OC)C(CCC(=O)O)=C=O